CC(C(=O)O)C(C(C(=O)O)C)C 2,3,4-Trimethylpentanedioic acid